2-(4-(2-(4-(7-(4-cyano-3-(trifluoromethyl)phenyl)-8-oxo-6-thioxo-5,7-diazaspiro[3.4]octan-5-yl)-2-ethylphenoxy)ethyl)piperazin-1-yl)-N-(3-(2,6-dioxopiperidin-3-ylamino)phenyl)acetamide C(#N)C1=C(C=C(C=C1)N1C(N(C2(CCC2)C1=O)C1=CC(=C(OCCN2CCN(CC2)CC(=O)NC2=CC(=CC=C2)NC2C(NC(CC2)=O)=O)C=C1)CC)=S)C(F)(F)F